palladium (p-toluenesulfonic acid) CC1=CC=C(C=C1)S(=O)(=O)O.[Pd]